COC=1C=C(C=C(C1OC)OC)C1(CC1)C=O 1-(3,4,5-trimethoxyphenyl)cyclopropanecarbaldehyde